FC(CN1C(C=2C=CC=C(C2C=C1)S(=O)(=O)Cl)=O)F 2-(2,2-difluoroethyl)-1-oxo-isoquinoline-5-sulfonyl chloride